2-Methyl-2-[4-(3-oxo-3-phenylprop-1-enyl)phenoxy]propanoic acid CC(C(=O)O)(C)OC1=CC=C(C=C1)C=CC(C1=CC=CC=C1)=O